4-(2,5-dihydroxytetrahydrofuran-3-yl)-1,2,3,4-tetrahydronaphthalene-1,2-dicarboxylic anhydride OC1OC(CC1C1CC2C(C3=CC=CC=C13)C(=O)OC2=O)O